C1(CC1)[C@@H]1[C@@H](C2=CC=C(C=C2CC1)O)C1=CC(=C(C=C1)N1CCC(CC1)CN1CCN(CC1)C=1C=C2CN(C(C2=CC1)=O)[C@@H]1C(NC(CC1)=O)=O)F (S)-3-(5-(4-((1-(4-((1R,2R)-2-Cyclopropyl-6-hydroxy-1,2,3,4-tetrahydronaphthalen-1-yl)-2-fluorophenyl)piperidin-4-yl)methyl)piperazin-1-yl)-1-oxoisoindolin-2-yl)piperidine-2,6-dione